tert-butyl (R)-4-(3-ethyl-4-nitrophenyl)-2-(hydroxymethyl)piperazine-1-carboxylate C(C)C=1C=C(C=CC1[N+](=O)[O-])N1C[C@@H](N(CC1)C(=O)OC(C)(C)C)CO